methyl (1r,4r)-4-[6-(2,4-dioxo-1,3-diazinan-1-yl)-3,4-dihydro-1H-isoquinoline-2-carbonyl]cyclohexane-1-carboxylate O=C1N(CCC(N1)=O)C=1C=C2CCN(CC2=CC1)C(=O)C1CCC(CC1)C(=O)OC